CN(C/C=C/C(=O)N(CCOC)C1=C2CNCC2=CC=C1)C (E)-4-(Dimethylamino)-N-(isoindolin-4-yl)-N-(2-methoxyethyl)but-2-enamide